NC=1C2=C(N=CN1)C(=CC(=N2)C=2C=C(C=CC2)C2=NOC(=C2)[C@]2(C(N(CC2)C)=O)O)OC (R)-3-(3-(3-(4-Amino-8-methoxypyrido[3,2-d]pyrimidin-6-yl)phenyl)isoxazol-5-yl)-3-hydroxy-1-methylpyrrolidin-2-one